3,3-dimethyl-2-styryl-indole Methyl-N-[(E,1S)-1-[[1-[(5,7-difluoro-4-isobutyl-1H-benzimidazol-2-yl)methyl]-2-oxo-3-pyridyl]carbamoyl]-6-(dimethylamino)-6-oxo-hex-4-enyl]carbamat COC(N[C@@H](CC\C=C\C(=O)N(C)C)C(NC=1C(N(C=CC1)CC1=NC2=C(N1)C(=CC(=C2CC(C)C)F)F)=O)=O)=O.CC2(C(=NC1=CC=CC=C21)C=CC2=CC=CC=C2)C